BrC1=C(C=CC=C1)C1CN(CCN1)C1=CC(=NC(=N1)N)N 6-(3-(2-bromophenyl)piperazin-1-yl)pyrimidine-2,4-diamine